[Pt].[Si] silicon-platinum